Di(tridecan-7-yl) 10-(N-(3-(dimethylamino)propyl)octanamido)-nonadecandioate CN(CCCN(C(CCCCCCC)=O)C(CCCCCCCCC(=O)OC(CCCCCC)CCCCCC)CCCCCCCCC(=O)OC(CCCCCC)CCCCCC)C